C(C)(C)(C)OC(=O)N1C(C2=C(C(=CC=C2CC1)C(C=CC1=C(C=C(C=C1)Cl)F)=O)O)C 7-(3-(4-chloro-2-fluorophenyl)acryloyl)-8-hydroxy-1-methyl-3,4-dihydroisoquinoline-2(1H)-carboxylic acid tert-butyl ester